(Z)-2-(4-chlorophenoxy)-4-methylpent-2-en-1-ol ClC1=CC=C(O\C(\CO)=C/C(C)C)C=C1